FC(C(C(F)(F)F)(O)C=1N(C=C(N1)CC1=CC=NC=C1)C(C1=CC=CC=C1)(C1=CC=CC=C1)C1=CC=CC=C1)(F)F 1,1,1,3,3,3-hexafluoro-2-(4-(pyridin-4-ylmethyl)-1-(triphenylmethyl)imidazol-2-yl)propan-2-ol